3-(4-aminophenyl)-1-(4-methoxybenzyl)-3-methyl-pyrrolidine-2,4-dione NC1=CC=C(C=C1)C1(C(N(CC1=O)CC1=CC=C(C=C1)OC)=O)C